ClC1=CC=C2CCC(CC2=C1)N1CC2=C(CC1)N=C(N2)C2=C(C=C(C=C2)N2N=CN=C2)Cl 5-(7-chloro-1,2,3,4-tetrahydronaphthalen-2-yl)-2-(2-chloro-4-(1H-1,2,4-triazol-1-yl)phenyl)-4,5,6,7-tetrahydro-3H-imidazo[4,5-c]pyridine